3-AMINO-2-METHYLPROPANOIC ACID HYDROCHLORIDE Cl.NCC(C(=O)O)C